CC1=C(C(NC(=C1)C)=O)CNC(=O)C=1C=C(C=C(C1C)N(C1CCOCC1)CC)C1=CC=C(C=C1)CN1CC(CCC1)F N-((4,6-dimethyl-2-oxo-1,2-dihydropyridin-3-yl)methyl)-5-(ethyl-(tetrahydro-2H-pyran-4-yl)amino)-4'-((3-fluoropiperidin-1-yl)methyl)-4-methyl-[1,1'-biphenyl]-3-carboxamide